2-hydroxyisobutyronitrile OC(C#N)(C)C